ClC1=CC(=C(C=C1F)CC=1C=2N(C=C(N1)C(N)=N)C(=CN2)C)F 8-[(4-chloro-2,5-difluorophenyl)methyl]-3-methylimidazo[1,2-a]pyrazine-6-carboximidamide